C1(CC(C(CC1)C(C)C)CCNC(C(=O)[O-])=O)C Menthylethylamidooxalat